[Si](C)(C)(C(C)(C)C)OC1CC(C1)C1=C(C=CC2=C1N=CS2)F 4-((1r,3r)-3-((tert-butyldimethylsilyl)oxy)cyclobutyl)-5-fluorobenzo[d]thiazole